CC(C)(C)OC(=O)C1CN(CC1)C=1C=C2CCN(CC2=CC1)C(=O)OCC1=CC=CC=C1 Benzyl 6-[3-[(2-methylpropan-2-yl)oxycarbonyl]pyrrolidin-1-yl]-3,4-dihydro-1H-isoquinoline-2-carboxylate